5-bromo-4-chloro-2-(methylsulfonyl)pyrimidine BrC=1C(=NC(=NC1)S(=O)(=O)C)Cl